3-((5-(aminomethyl)-1-(4,4-difluorobutyl)-1H-indol-2-yl)methyl)-5-fluoro-1-(2,2,2-trifluoroethyl)-1,3-dihydro-2H-benzo[d]imidazol-2-one NCC=1C=C2C=C(N(C2=CC1)CCCC(F)F)CN1C(N(C2=C1C=C(C=C2)F)CC(F)(F)F)=O